FC1=C(C(=CC=C1C)OC)C1=CC(=NC=C1C(=O)OC)C methyl 4-(2-fluoro-6-methoxy-3-methylphenyl)-6-methylnicotinate